NC=1C(=NC(=C(N1)C=1OC=CN1)C=1C=CC=2N(C1)C(=CN2)C)C(=O)NCC2=NC(=CC=C2)N[C@@H]2C[C@@H](C2)N(C)C Cis-3-amino-N-((6-(3-(dimethylamino)cyclobutylamino)pyridin-2-yl)methyl)-6-(3-methylimidazo[1,2-a]pyridin-6-yl)-5-(oxazol-2-yl)pyrazine-2-carboxamide